ON1C(C(CC1(C)C)C(=O)O)(C)C 1-oxyl-2,2,5,5-tetramethyl-3-carboxylpyrrolidine